tert-Butyl (3R,4S)-3-((dimethylamino)methyl)-4-((4-(4-(trifluoromethyl)phenyl)phthalazin-1-yl)amino)pyrrolidine-1-carboxylate CN(C)C[C@@H]1CN(C[C@H]1NC1=NN=C(C2=CC=CC=C12)C1=CC=C(C=C1)C(F)(F)F)C(=O)OC(C)(C)C